(2-(azepan-1-yl)-7-fluoroquinolin-8-yl)-6-ethylpyridin-2-amine N1(CCCCCC1)C1=NC2=C(C(=CC=C2C=C1)F)C=1C(=NC(=CC1)CC)N